(1-hydroxycyclobutyl)ethanone OC1(CCC1)C(C)=O